3-(2-cyclopropylacetyl)-4-phenyloxazolidin-2-one C1(CC1)CC(=O)N1C(OCC1C1=CC=CC=C1)=O